FC=1C=C(C(=C(C#N)C1)O)C=1C=C2C(=C(C=NC2=CC1)C1=CC(=CC(=C1)C)F)N1CC(C1)CN1CCCCC1 5-fluoro-3-[3-(3-fluoro-5-methylphenyl)-4-[3-(piperidin-1-ylmethyl)azetidin-1-yl]quinolin-6-yl]-2-hydroxybenzonitrile